FCCCOC(NC12CC3(CC(CC(C1)C3)C2)NC(=O)C2=NC(=CC=C2)C)=O {3-[(6-Methyl-pyridine-2-carbonyl)-amino]-adamantan-1-yl}-carbamic acid 3-fluoro-propyl ester